3-methoxy-N-methyl-4-((3-(oxazol-5-yl)-4-((tetrahydro-2H-pyran-4-yl)amino)-1H-pyrazolo[3,4-d]pyrimidin-6-yl)amino)benzamide COC=1C=C(C(=O)NC)C=CC1NC1=NC(=C2C(=N1)NN=C2C2=CN=CO2)NC2CCOCC2